ClC=1C(=CC(=C(C1)N(C(=O)[C@H]1N(C(C[C@@H]1O)=O)C1=NC(=CC(=C1)C(F)(F)F)C)C)F)F (2S,3S)-N-(5-chloro-2,4-difluoro-phenyl)-3-hydroxy-N-methyl-1-[6-methyl-4-(trifluoromethyl)-2-pyridyl]-5-oxo-pyrrolidine-2-carboxamide